(R)-N-((4-fluorobenzo[b]thiophen-5-yl)methyl)-1-(2-(4-(trifluoromethyl)phenyl)-2H-pyrazolo[3,4-d]pyrimidin-4-yl)piperidine-3-carboxamide FC1=C(C=CC=2SC=CC21)CNC(=O)[C@H]2CN(CCC2)C=2C=1C(N=CN2)=NN(C1)C1=CC=C(C=C1)C(F)(F)F